7-(Cyclopropyloxy)-1-methyl-4-[4-methyl-4-(5-methyl-1,3-benzooxazol-2-yl)piperidin-1-yl]-2-oxo-1,2-dihydroquinoline-3-carbonitrile C1(CC1)OC1=CC=C2C(=C(C(N(C2=C1)C)=O)C#N)N1CCC(CC1)(C=1OC2=C(N1)C=C(C=C2)C)C